FC(C(=O)O)(F)F.FC(C(=O)O)(F)F.FC(OC1=CC=C(C=C1)N1CC=2C(=NC=CC2C1=O)C1=C(C=NC=C1OCC(F)(F)F)C)F 2-[4-(difluoromethoxy)phenyl]-4-[3-methyl-5-(2,2,2-trifluoroethoxy)pyridin-4-yl]-2,3-dihydro-1H-pyrrolo[3,4-c]pyridin-1-one ditrifluoroacetate